ClC1=CC=C(C=C1)C1=C(C(=NN1C1=C(C=C(C=C1)Cl)Cl)/C=C/C(=O)NCC1=COC=C1)C (E)-3-(5-(4-chlorophenyl)-1-(2,4-dichlorophenyl)-4-methyl-1H-pyrazol-3-yl)-N-(furan-3-yl-methyl)acrylamide